COC=1C(N(C=C(N1)C)CCC)=O 3-methoxy-5-methyl-1-propylpyrazin-2(1H)-one